FC=1C=C(C=CC1C=1C=NN(C1)[C@@H]1C(NCC1)=O)NC(CC1=CC(=CC=C1)C(F)(F)F)=O (S)-N-(3-fluoro-4-(1-(2-oxopyrrolidin-3-yl)-1H-pyrazol-4-yl)phenyl)-2-(3-(trifluoromethyl)phenyl)acetamide